N-(4-(4-morpholino-1H-pyrrolo[3,2-c]pyridin-2-yl)phenyl)-2-(piperazin-1-yl)pyrimidin-5-amine O1CCN(CC1)C1=NC=CC2=C1C=C(N2)C2=CC=C(C=C2)NC=2C=NC(=NC2)N2CCNCC2